FC[C@H](CN(CC[C@@H](C(=O)O)NC(C(C)C1=NC(=CC=C1)OC)=O)CCCCC1=NC=2NCCCC2C=C1)OC (2S)-4-(((S)-3-fluoro-2-methoxypropyl)(4-(5,6,7,8-tetrahydro-1,8-naphthyridin-2-yl)butyl)amino)-2-(2-(6-methoxypyridin-2-yl)propanamido)butanoic acid